1,3-bis(dodecyl)imidazolium C(CCCCCCCCCCC)N1C=[N+](C=C1)CCCCCCCCCCCC